C(C)(C)OC1=NC=C(C(=O)N)C=C1 6-isopropoxynicotinamide